oxo(2-pyridylamino)-acetic acid O=C(C(=O)O)NC1=NC=CC=C1